di(isobutyl)zinc C(C(C)C)[Zn]CC(C)C